C1(CCCCC1)N(C1CCC(CC1)NC1=C(C=C(C=C1)S(=O)(=O)NC(C1=C(C=CC=C1)OC=1C=C2C(=NC1)NC=C2)=O)[N+](=O)[O-])C2CCCCC2 N-[(4-{[4-(dicyclohexylamino)cyclohexyl]amino}-3-nitrophenyl)sulfonyl]-2-(1H-pyrrolo[2,3-b]pyridin-5-yloxy)benzamide